allylmethoxytriethylene glycol (2-(2,6-dioxopiperidin-3-yl)-3-oxoisoindolin-5-yl)methyl(5-(1-methylcyclopropyl)pyridin-2-yl)carbamate O=C1NC(CCC1N1CC2=CC=C(C=C2C1=O)CN(C(O)=O)C1=NC=C(C=C1)C1(CC1)C)=O.C(C=C)COC(COCCOCCO)O